BrC=1C=C2C(=NNC2=CC1)C 5-bromo-3-methyl-1H-indazole